C1CCC2=C(C=3CCCC3C=C12)NC(=O)C1(CN2C(O1)=C(C=N2)S(=O)(N)=N)CO ((1,2,3,5,6,7-hexahydro-s-indacen-4-yl)carbamoyl)-2-(hydroxymethyl)-2,3-dihydropyrazolo[5,1-b]oxazole-7-sulfonimidamide